C(C=C)(=O)N1CC2(C1)CC(C2)N2N=C(C(=C2C)C2=C1C=NNC1=CC(=C2Cl)Cl)N2C(C[C@@H](CC2)CN2CC(N(CC2)CCO)=O)(C)C (R)-4-((1-(1-(2-acryloyl-2-azaspiro[3.3]heptan-6-yl)-4-(5,6-dichloro-1H-indazol-4-yl)-5-methyl-1H-pyrazol-3-yl)-2,2-dimethylpiperidin-4-yl)methyl)-1-(2-hydroxyethyl)piperazin-2-one